N-(4-(4-amino-1-cyclopropyl-7-oxo-6,7-dihydro-1H-pyrrolo[2,3-d]pyridazin-3-yl)benzyl)-5-fluoro-2-methoxybenzamide NC=1C2=C(C(NN1)=O)N(C=C2C2=CC=C(CNC(C1=C(C=CC(=C1)F)OC)=O)C=C2)C2CC2